3-((S)-3-((R)-8-(4-bromo-3-methylphenylsulfonyl)-1-oxa-8-azaspiro[4.5]decan-3-ylamino)-2-hydroxypropoxy)-N-methylbenzenesulfonamide BrC1=C(C=C(C=C1)S(=O)(=O)N1CCC2(C[C@H](CO2)NC[C@@H](COC=2C=C(C=CC2)S(=O)(=O)NC)O)CC1)C